CC1N(CC1)C(=O)N methyl-azetidine-1-carboxamide